2-butyloctyl 10-(N-(3-((4,4-bis(octyloxy) butanoyl) oxy) propyl)-3-(diethylamino) propanamido)-11-(octylamino)-11-oxoundecanoate C(CCCCCCC)OC(CCC(=O)OCCCN(C(CCN(CC)CC)=O)C(CCCCCCCCC(=O)OCC(CCCCCC)CCCC)C(=O)NCCCCCCCC)OCCCCCCCC